2-[(3S)-1-[(2R)-2-[4-(2-chlorophenyl)-2-oxo-chromen-7-yl]oxypropanoyl]-3-piperidyl]acetic acid ClC1=C(C=CC=C1)C1=CC(OC2=CC(=CC=C12)O[C@@H](C(=O)N1C[C@@H](CCC1)CC(=O)O)C)=O